tert-butyl (5-(1-benzyl-1H-pyrazol-4-yl)-1-methyl-2-oxo-1,2-dihydropyridin-4-yl)carbamate C(C1=CC=CC=C1)N1N=CC(=C1)C=1C(=CC(N(C1)C)=O)NC(OC(C)(C)C)=O